ClCC(C[C@]1(N([C@@H]([C@@H](C1)O)C)C(=O)OC(C)(C)C)C(=O)OC)=C 1-(tert-butyl) 2-methyl (2R,4R,5R)-2-(2-(chloromethyl) allyl)-4-hydroxy-5-methyl-pyrrolidine-1,2-dicarboxylate